dimethyl (Z)-but-2-enedioate C(\C=C/C(=O)OC)(=O)OC